benzoselenazolone [Se]1(C=NC2=C1C=CC=C2)=O